O[Cr-](O)(O)O tetrahydroxychromium (III)